COC1=CC=C(C=C1)C[N+]1=CC(=CC=C1)[O-] 1-[(4-Methoxyphenyl)methyl]pyridin-1-ium-3-olate